5-(5-amino-1,2,4-thiadiazol-3-yl)quinoline-2-carboxylic acid NC1=NC(=NS1)C1=C2C=CC(=NC2=CC=C1)C(=O)O